(R)-N-(1-cyanopyrrolidin-3-yl)-3-(2,4-difluorophenyl)isoxazole-5-carboxamide C(#N)N1C[C@@H](CC1)NC(=O)C1=CC(=NO1)C1=C(C=C(C=C1)F)F